(7-amino-2H-spiro[benzofuran-3,1'-cyclopropane]-4-yl)dimethylphosphine oxide NC1=CC=C(C2=C1OCC21CC1)P(C)(C)=O